9,10-di(dodecyloxy)anthracene C(CCCCCCCCCCC)OC=1C2=CC=CC=C2C(=C2C=CC=CC12)OCCCCCCCCCCCC